BrC1=CC2=C(C(N(C2=O)C(C(=O)OC(C)(C)C)C)(C)C)S1 tert-Butyl 2-(2-bromo-6,6-dimethyl-4-oxo-4,6-dihydro-5H-thieno[2,3-c]pyrrol-5-yl)propionate